3-[4-[4-[[(4-aminocyclohexyl)methyl-methyl-amino]methyl]-1-piperidyl]anilino]piperidine-2,6-dione NC1CCC(CC1)CN(C)CC1CCN(CC1)C1=CC=C(NC2C(NC(CC2)=O)=O)C=C1